((5-fluoropyridin-2-yl)amino)-6-(4-methoxyphenyl)-2,3-diphenylpyrazolo[1,5-a]Pyrimidin-7(4H)-one FC=1C=CC(=NC1)NN1C=2N(C(C(=C1)C1=CC=C(C=C1)OC)=O)N=C(C2C2=CC=CC=C2)C2=CC=CC=C2